(8-methoxy-2-methylimidazo[1,2-b]pyridazin-6-yl)boronic acid COC=1C=2N(N=C(C1)B(O)O)C=C(N2)C